3-amino-N-(3-((3-aminopropyl)amino)propyl)-2-oxo-1-(4-phenyl-3,4-dihydro-2H-benzo[b][1,4]oxazin-6-yl)-1,2-dihydrothieno[2,3-b]pyrazine-6-carboxamide NC=1C(N(C2=C(N1)SC(=C2)C(=O)NCCCNCCCN)C2=CC1=C(OCCN1C1=CC=CC=C1)C=C2)=O